C1(=CC=C(C=C1)OC1=CC=C(C=N1)N)C1=CC=CC=C1 6-([1,1'-biphenyl]-4-yloxy)pyridin-3-amine